6-(3,3-difluoroazetidin-1-yl)-N-(5-(5-(2-methylpyridin-4-yl-amino)-1H-benzo[d]imidazol-2-yl)pyridin-2-yl)quinolin-4-amine FC1(CN(C1)C=1C=C2C(=CC=NC2=CC1)NC1=NC=C(C=C1)C1=NC2=C(N1)C=CC(=C2)NC2=CC(=NC=C2)C)F